(2S,4R)-1-(((9H-fluoren-9-yl)methoxy)carbonyl)-4-(benzylamino)pyrrolidine-2-carboxylic acid C1=CC=CC=2C3=CC=CC=C3C(C12)COC(=O)N1[C@@H](C[C@H](C1)NCC1=CC=CC=C1)C(=O)O